FC(C(C(C(C(C(C(C(C(C(F)(F)F)(F)F)(F)F)(F)F)(F)F)(F)F)(F)F)(F)F)(F)F)(S(=O)(=O)O)F Perfluorodecanesulfonic acid